COC([C@@H](N(C)C(=O)C1=NC=C(C=C1)N)C(C)C)=O N-(5-aminopyridinoyl)-N-methyl-L-valine methyl ester